OC1=C(C(=CC=2C(C3=CC=CC=C3C(C12)=O)=O)O)CO 1,3-dihydroxy-2-hydroxymethyl-anthraquinone